(1R,2S,5S)-N-[cyano(imidazo[1,5-a]pyridin-1-yl)methyl]-3-[(2S)-3,3-dimethyl-2-[(2,2,2-trifluoroacetyl)amino]butanoyl]-6,6-dimethyl-3-azabicyclo[3.1.0]hexane-2-carboxamide C(#N)C(NC(=O)[C@@H]1[C@H]2C([C@H]2CN1C([C@H](C(C)(C)C)NC(C(F)(F)F)=O)=O)(C)C)C=1N=CN2C1C=CC=C2